OCC1CCN(CC1)C1=CC=C2C=NN(C2=C1)C1C(NC(CC1)=O)=O 3-(6-(4-(hydroxymethyl)piperidin-1-yl)-1H-indazol-1-yl)piperidine-2,6-dione